1,2,3,1,3-pentafluorobutane FC(C(C(C)(F)F)F)F